C(C(C)(C)C)OC1=CC=CC=2NSN=CC21 5-(neopentyloxy)-1H-benzo[c][1,2,6]thiadiazin